benzyl (rac)-4-bromo-5-chloro-5-oxopentanoate Br[C@H](CCC(=O)OCC1=CC=CC=C1)C(=O)Cl |r|